CN(C=1C=C(C=CC1)C1=CC(=C(C=C1)OC)NC1=NC=NC2=CC(=C(C=C12)OC1CCN(CC1)C(C=C)=O)OC)C 1-(4-((4-((3'-(dimethylamino)-4-methoxy-[1,1'-biphenyl]-3-yl)amino)-7-methoxyquinazolin-6-yl)oxy)piperidin-1-yl)prop-2-en-1-one